C(C)(C)(C)OC(=O)N1N=CC2=CC(=CC=C12)C1=C(C=CC(=C1)C#N)Cl 5-(2-chloro-5-cyanophenyl)-1H-indazole-1-carboxylic acid tert-butyl ester